(Z)-non-6-en-1-yl octanoate C(CCCCCCC)(=O)OCCCCC\C=C/CC